tetrabutylammonium tert-butyl-{2-[({[(2S,5R)-7-oxo-6-(sulfooxy)-1,6-diazabicyclo[3.2.1]oct-2-yl]carbonyl}amino)oxy]ethyl}(methyl)carbamate C(C)(C)(C)OC(N(C)CCONC(=O)[C@H]1N2C(N([C@H](CC1)C2)OS(=O)(=O)O)=O)=O.C(CCC)[N+](CCCC)(CCCC)CCCC